1-[(1-ethyl-1H-pyrazol-4-yl)methyl]-4-methyl-3-{3-[(oxan-4-yl)oxy]-5-(trifluoromethyl)phenyl}-1,3-dihydro-2H-imidazol-2-one C(C)N1N=CC(=C1)CN1C(N(C(=C1)C)C1=CC(=CC(=C1)C(F)(F)F)OC1CCOCC1)=O